ClC=1C(N(C(=CC1OCC1=NC=C(C=C1Cl)F)C)C1=CC(=NC=C1C)N1N=C(C=C1)C(C)(C)O)=O 3-Chloro-4-((3-chloro-5-fluoropyridin-2-yl)methoxy)-2'-(3-(2-hydroxypropan-2-yl)-1H-pyrazol-1-yl)-5',6-dimethyl-2H-[1,4'-bipyridin]-2-one